C1(=CC=CC=C1)C#CCC=1C=NN2C1NCC(C2)CNC(OC(C)(C)C)=O tert-butyl ((3-(3-phenylprop-2-yn-1-yl)-4,5,6,7-tetrahydropyrazolo[1,5-a]pyrimidin-6-yl)methyl)carbamate